(R,S)-6-((4-Chlorophenyl)((8-methyl-4-oxochroman-7-yl)oxy)methyl)nicotinonitrile ClC1=CC=C(C=C1)[C@H](C1=NC=C(C#N)C=C1)OC1=CC=C2C(CCOC2=C1C)=O